4-fluoro-N-{phenyl-[4-(prop-2-yl)phenyl]methyl}-1-[3-(1H-1,2,4-triazol-1-yl)propionyl]pyrrolidine-2-carboxamide FC1CC(N(C1)C(CCN1N=CN=C1)=O)C(=O)NC(C1=CC=C(C=C1)C(C)C)C1=CC=CC=C1